2-((7-(trifluoromethyl)quinolin-4-yl)oxy)acethydrazide FC(C1=CC=C2C(=CC=NC2=C1)OCC(=O)NN)(F)F